C(=O)O.C1OCC12CN(C2)C(=O)OC2=C1C(=CNC1=CC=C2)CCN(C)C 3-(2-(Dimethylamino)ethyl)-1H-indol-4-yl 2-oxa-6-azaspiro[3.3]heptane-6-carboxylate formate salt